N-[(3S)-2,6-dioxo-3-piperidyl]chroman-4-carboxamide O=C1NC(CC[C@@H]1NC(=O)C1CCOC2=CC=CC=C12)=O